NC1=NC=2C=CC(=CC2C2=C1C=NN2C)C(=O)N(N(C)C(=O)C2CC2)CC2=NC=C(C=C2F)C(F)(F)F 4-amino-N'-(cyclopropanecarbonyl)-N-((3-fluoro-5-(trifluoromethyl)pyridin-2-yl)methyl)-N',1-dimethyl-1H-pyrazolo[4,3-c]quinoline-8-carbohydrazide